Trans-1-benzyl-4-(methoxymethyl)pyrrolidine-3-carboxylic acid ethyl ester C(C)OC(=O)[C@@H]1CN(C[C@H]1COC)CC1=CC=CC=C1